C(C1=CC=CC=C1)N(CCC(=O)OCC)SN(C(=O)O\N=C/CSC)C ethyl (Z)-N-benzyl-N-([methyl (methyl-thioethylideneamino-oxycarbonyl) amino] thio)-β-alaninate